C(C)(C)(C)N([C@@H](CO)C(=O)O)C(=O)OCC1=CC=CC=C1 tert-butyl-N-Cbz-serine